C(C1=CC=CC=C1)O[C@H]1C[C@H](C1)OC1=CC(=C2C(=N1)C(=CS2)C(=O)NC)C(F)(F)F |r| (+/-)-cis-5-((1s,3s)-3-(benzyloxy)cyclobutoxy)-N-methyl-7-(trifluoromethyl)thieno[3,2-b]pyridine-3-carboxamide